([1,1'-biphenyl]-4-yl)anthracene C1(=CC=C(C=C1)C1=CC=CC2=CC3=CC=CC=C3C=C12)C1=CC=CC=C1